[NH4+].[OH-].[Ca] calcium hydroxide, ammonium salt